COC1=C(C=CC(=C1)C1=CC2=C(CC3=C2NN=C3C3=CC=C2C=NN(C2=C3)C)S1)C(=O)N1CCOCC1 (2-methoxy-4-(3-(1-methyl-1H-indazol-6-yl)-1,4-dihydrothieno[2',3':4,5]cyclopenta[1,2-c]pyrazol-6-yl)phenyl)(morpholino)methanone